C(C)OC(CC1=C(C=CC=C1OC(F)(F)F)OCC1=NN(C2=CC=C(C=C12)C1=CC=C2C=CN=C(C2=C1)N)C1COCC1)=O 2-(2-((5-(1-aminoisoquinolin-7-yl)-1-(tetrahydrofuran-3-yl)-1H-indazol-3-yl)methoxy)-6-(trifluoromethoxy)phenyl)acetic acid ethyl ester